CN1C[C@H]2N(C[C@H]2CC1)C=1SC2=C(N=NC(=C2)C2=C(C=C(C=C2)C=2C=NNC2)O)N1 2-{6-[(1s,6r)-3-methyl-3,8-diazabicyclo[4.2.0]oct-8-yl][1,3]thiazolo[4,5-c]pyridazin-3-yl}-5-(1H-pyrazol-4-yl)phenol